COC(CN(C(C(C)(C)C)=O)CC=1C=CC=C2CCN(CC12)C(=O)OC(C)(C)C)=O tert-Butyl 8-((N-(2-methoxy-2-oxoethyl)pivalamido)methyl)-3,4-dihydroisoquinoline-2(1H)-carboxylate